tert-butyl N-[(3R)-1-[5-[[1-(2,6-difluorophenyl)-6-oxo-pyridazine-3-carbonyl] amino]-1-isopropyl-indazol-4-yl]pyrrolidin-3-yl]carbamate FC1=C(C(=CC=C1)F)N1N=C(C=CC1=O)C(=O)NC=1C(=C2C=NN(C2=CC1)C(C)C)N1C[C@@H](CC1)NC(OC(C)(C)C)=O